ClC=1C(=NC(=NC1)NC1=C(C=C(C=C1)N1CCN(CC1)C)C(F)(F)F)NC1=C(SC=C1)C(=O)NC 3-((5-chloro-2-((4-(4-methylpiperazin-1-yl)-2-(trifluoromethyl)phenyl)amino)pyrimidin-4-yl)amino)-N-methylthiophene-2-carboxamide